NC1=NC=C(C=C1C1=NC=C(C=C1)C(=O)N(C)C)C1=C2C(=NC=C1)OC=C2 2'-amino-5'-(furo[2,3-b]pyridin-4-yl)-N,N-dimethyl-[2,3'-bipyridine]-5-carboxamide